C1(=C(C(=CC(=C1)C)C)C=1N(C2=C([N+]1C)C=CC=C2)C)C 2-mesityl-1,3-dimethylbenzimidazolium